FC=1C=C2C(CCC2=CC1F)=O 5,6-difluoro-3-oxo-2,3-dihydro-indene